NC1CCC(CC1)N1N=C(C(=C1OCC)C1=CC(=C(C=C1)OC)F)C1=CC(=C(C#N)C=C1)F 4-(1-(4-aminocyclohexyl)-5-ethoxy-4-(3-fluoro-4-methoxyphenyl)-1H-pyrazol-3-yl)-2-fluorobenzonitrile